NCCN1CC(NCC1)=O 4-(2-aminoethyl)piperazin-2-one